BrC1=CC=2N(N=C1)C=CN2 7-bromoimidazo[1,2-b]pyridazin